3-(4-trifluoromethoxyphenyl)-6,7-dihydrothieno[2'',3'':4',5']pyrimido[1',2':1,2]pyrido[3,4-b]indol-4(12H)-one FC(OC1=CC=C(C=C1)C1=CSC=2N=C3N(CCC4=C3NC3=CC=CC=C43)C(C21)=O)(F)F